[Ru].N1CNCC1 (imidazolidine) ruthenium